CC1=NC=2N(C(=C1)C)N=CC2C(=O)NC2=NC=C(C=C2)C#C 5,7-Dimethyl-N-(5-Ethynylpyridin-2-yl)Pyrazolo[1,5-A]Pyrimidine-3-Carboxamide